[Na+].C(CCCCCS(=O)(=O)[O-])S(=O)(=O)[O-].[Na+] hexane-1,6-disulfonic acid sodium salt